C1(CC1)N1C[C@@H](CCC1)NC=1C(N(C(=NN1)C1=C(C=C(C=C1)C(F)(F)F)O)C)=O (R)-6-((1-cyclopropylpiperidin-3-yl)amino)-3-(2-hydroxy-4-(trifluoromethyl)phenyl)-4-methyl-1,2,4-triazin-5(4H)-one